N[C@H](C1CCN(CC1)C(=O)C1=CC=CC(N1)=O)C1=C(C=C(C(=C1)Cl)Cl)O (R)-6-(4-(amino(4,5-dichloro-2-hydroxyphenyl)methyl)piperidine-1-carbonyl)pyridin-2(1H)-one